5-oxo-4,5-dihydropyrazol O=C1CC=NN1